FC1=C(C=CC=C1C)O 2-fluoro-3-methylphenol